C1(CC1)C1=C(C=NC(=C1)N1N=CC(=C1)CN1C[C@H](OCC1)C=1C(=C2COC(C2=CC1)=O)C)C#N (R)-4-cyclopropyl-6-(4-((2-(4-methyl-1-oxo-1,3-dihydroisobenzofuran-5-yl)morpholino)methyl)-1H-pyrazol-1-yl)pyridine-3-carbonitrile